BrC1=NN(C(=C1C#N)NC1=NOC(=C1)C(C)(C)C)COCC[Si](C)(C)C 3-bromo-5-[(5-tert-butyl-1,2-oxazol-3-yl)amino]-1-{[2-(trimethylsilyl)ethoxy]methyl}-1H-pyrazole-4-carbonitrile